O1C(=CC=C1)C(=O)Cl furanoyl chloride